[Cl-].C[N+]1(C=C(C=C1)C)C 1,1,3-trimethyl-pyrrolium chloride